4-Amino-1-(4-amino-2-methylphenyl)-2-oxo-7-(trifluoromethoxy)-1,2-dihydroquinoline-3-carboxylic acid methyl ester COC(=O)C=1C(N(C2=CC(=CC=C2C1N)OC(F)(F)F)C1=C(C=C(C=C1)N)C)=O